S1N=CN=CC=C1 1,2,4-thiadiazepine